NC=1C(=NON1)/C(=N/OC(NCCSSCCN)=O)/NC1=CC(=C(C=C1)F)Br (Z)-4-amino-N'-(2-((2-aminoethyl)dithio)ethylcarbamoyloxy)-N-(3-bromo-4-fluorophenyl)-1,2,5-oxadiazole-3-amidine